(R)-6-(4-(4-((2-(2,6-dioxopiperidin-3-yl)-1,3-dioxoisoindolin-4-ylamino)methyl)-3-fluorobenzyl)piperazin-1-yl)nicotinamide O=C1NC(CC[C@H]1N1C(C2=CC=CC(=C2C1=O)NCC1=C(C=C(CN2CCN(CC2)C2=NC=C(C(=O)N)C=C2)C=C1)F)=O)=O